(S)-6,8-dibromo-N-((4-chloro-3-nitrophenyl)sulfonyl)-2-(3-cyanobenzyl)-7-((3-cyanobenzyl)oxy)-1,2,3,4-tetrahydroisoquinoline-3-carboxamide BrC=1C=C2C[C@H](N(CC2=C(C1OCC1=CC(=CC=C1)C#N)Br)CC1=CC(=CC=C1)C#N)C(=O)NS(=O)(=O)C1=CC(=C(C=C1)Cl)[N+](=O)[O-]